[Th].[Fe] iron thorium